2,5-di-n-butylfuran C(CCC)C=1OC(=CC1)CCCC